C(C1=CC=CC=C1)(C1=CC=CC=C1)NCCCCCCNC(C)(C)C N-benzhydryl-N'-(tert-butyl)hexane-1,6-diamine